γ-aminopropylethyldiethoxysilane NCCC[Si](OCC)(OCC)CC